4-(3-methoxy-4-nitrophenoxy)piperidine hydrochloride Cl.COC=1C=C(OC2CCNCC2)C=CC1[N+](=O)[O-]